benzyl (2S,4R)-2-[1-[(4-bromophenyl)methyl] imidazol-2-yl]-4-[tert-butyl(dimethyl)silyl]oxypyrrolidine-1-carboxylate BrC1=CC=C(C=C1)CN1C(=NC=C1)[C@H]1N(C[C@@H](C1)O[Si](C)(C)C(C)(C)C)C(=O)OCC1=CC=CC=C1